C(C)O[Si](CCCN)(C)C 3-[ethoxybis(methyl)silyl]propylamine